C1CNCC2CN3CCOC=4N=C5C=CC=CC5=C(C34)N12 2,3,4,4a,6,7-hexahydro-8-oxa-3,5a,9,13c-tetraazanaphtho[3,2,1-de]anthracene